C(=C)C(=CCCCC)O Vinyl-hexenol